ClC1=CC=C(C=C1)C1=C(NC=2C3=C(CCC12)C=CC=C3)C(=O)O 3-(4-chlorophenyl)-4,5-dihydro-1H-benzo[g]indole-2-carboxylic acid